N-[(1S)-1-[[2-chloro-5-[3-[(3S)-morpholin-3-yl]phenyl]phenyl]methyl]-2-[4-(3-methylimidazol-4-yl)anilino]-2-oxo-ethyl]-2-methyl-pyrazole-3-carboxamide ClC1=C(C=C(C=C1)C1=CC(=CC=C1)[C@@H]1NCCOC1)C[C@@H](C(=O)NC1=CC=C(C=C1)C=1N(C=NC1)C)NC(=O)C=1N(N=CC1)C